C(C)(=O)N1CCC2(CC1)NC(CC1=CC(=C(C=C12)OC)OC)=O acetyl-6,7-dimethoxy-2H-spiro[isoquinoline-1,4'-piperidine]-3(4H)-one